methyl (2S,3S,4R)-4-(benzoyloxy)-3-fluorotetrahydrofuran-2-carboxylate methyl-(2R,3S,4S)-3-(benzoyloxy)-4-fluorotetrahydrofuran-2-carboxylate COC(=O)[C@@H]1OC[C@@H]([C@H]1OC(C1=CC=CC=C1)=O)F.C(C1=CC=CC=C1)(=O)O[C@H]1[C@@H]([C@@H](OC1)C(=O)OC)F